2'-chloro-5'-methoxy-6-methyl-N-(5-{4H,5H,6H-pyrrolo[1,2-b]pyrazole-3-carbonyl}-4H,5H,6H-pyrrolo[3,4-d][1,3]thiazol-2-yl)-[4,4'-bipyridine]-3-carboxamide ClC1=NC=C(C(=C1)C1=C(C=NC(=C1)C)C(=O)NC=1SC2=C(N1)CN(C2)C(=O)C2=C1N(N=C2)CCC1)OC